2-((3bR,4aR)-3-cyclopropyl-3b,4,4a,5-tetrahydro-1H-cyclopropa[3,4]cyclopenta[1,2-c]pyrazol-1-yl)acetic acid C1(CC1)C=1C2=C(N(N1)CC(=O)O)C[C@@H]1[C@H]2C1